N-(4-methoxyphenyl)-N-(tert-pentyl)acrylamide COC1=CC=C(C=C1)N(C(C=C)=O)C(C)(C)CC